C(C)(C)(C)OC(NC1CCN(CC1)C1=CC(=C2C(=N1)C(=CS2)C(NC)=O)C(F)(F)F)=O (1-(3-(methylcarbamoyl)-7-(trifluoromethyl)thieno[3,2-b]pyridin-5-yl)piperidin-4-yl)carbamic acid tert-butyl ester